4-((7-fluoro-1-oxo-2,3-dihydro-1H-inden-4-yl)amino)-7-methoxyquinazolin-6-yl acetate C(C)(=O)OC=1C=C2C(=NC=NC2=CC1OC)NC1=C2CCC(C2=C(C=C1)F)=O